CN1N=NC2=C1C=CC(=C2C)C(C(C(=O)O)(C)C)C2=CC(=C(C=C2)C)CN2C[C@H](OC1=CC=C3C=NN(C3=C1C2)C)CC 3-(1,4-dimethyl-1H-benzo[d][1,2,3]triazol-5-yl)-3-(3-(((R)-7-ethyl-1-methyl-1,7,8,10-tetrahydro-9H-[1,4]oxazepino[7,6-g]indazol-9-yl)methyl)-4-methylphenyl)-2,2-dimethylpropanoic acid